FC=1C(=NC=C(C1)F)C=NS(=O)C(C)(C)C N-((3,5-difluoropyridin-2-yl)methylene)-2-methylpropan-2-sulfinamide